4-(3-((2R,3R)-1-acetyl-4-acryloyl-3-methylpiperazin-2-yl)-5-chloro-2-fluorophenyl)-6-fluoro-N-methyl-picolinamide C(C)(=O)N1[C@@H]([C@H](N(CC1)C(C=C)=O)C)C=1C(=C(C=C(C1)Cl)C1=CC(=NC(=C1)F)C(=O)NC)F